bis(dimethylamino-2-methyl-2-butoxy)nickel CN(C)CC(CC)(O[Ni]OC(CN(C)C)(CC)C)C